[Cl-].CO[Si](OC)(OC)CC[N+](CCC1=CC=CC=C1)(C)C N-(trimethoxysilylethyl)-benzyl-N,N,N-trimethylammonium chloride